8-chloro-5-[[2-[(2S)-3-(1,5-dimethyl-2-oxo-4-pyridyl)-2-methyl-propyl]-2-azaspiro[3.3]heptan-6-yl]methyl]-2-methyl-phthalazin-1-one ClC=1C=CC(=C2C=NN(C(C12)=O)C)CC1CC2(CN(C2)C[C@H](CC2=CC(N(C=C2C)C)=O)C)C1